12-chloro-4,6,8,10-tetramethyltridecyl ethoxymethyl ether C(C)OCOCCCC(CC(CC(CC(CC(C)Cl)C)C)C)C